triphenylethylene ether C1(=CC=CC=C1)C1C(C2=CC=CC=C2)(C2=CC=CC=C2)O1